(4aR,5aR)-3-bromo-2-(4-fluorophenyl)-4,4a,5,5a-tetrahydrocyclopropa[4,5]pyrrolo[1,2-b]pyrazole BrC1=C2N(N=C1C1=CC=C(C=C1)F)[C@H]1[C@@H](C2)C1